FC1=CC2=C(OCCCN2C=2C=C(C(=O)O)C(=CN2)N(C(C(C2=CC=CC=C2)C2=CC=CC=C2)=O)C)C=C1F 2-(7,8-difluoro-3,4-dihydrobenzo[b][1,4]oxazepin-5(2H)-yl)-5-(N-methyl-2,2-diphenylacetamido)isonicotinic acid